N-(6-((1H-pyrazol-1-yl)methyl)-4-methoxybenzo[d]isoxazol-3-yl)-2-cyclobutyloxybenzenesulfonamide N1(N=CC=C1)CC1=CC2=C(C(=NO2)NS(=O)(=O)C2=C(C=CC=C2)OC2CCC2)C(=C1)OC